C12C(C(C(CC1)C2)C(=O)O)C(=O)O 2,3-norbornanedicarboxylic acid